FC1(CC(C1)C1=NOC(=C1)N)F 3-(3,3-Difluorocyclobutyl)isoxazol-5-amine